C1=CC=C(C=2C3=CC=CC=C3NC12)OC1=C(C(=O)OCC)C=CC(=C1)N1CCN(CC1)CC1=C(CC(CC1)(C)C)C1=CC=C(C=C1)Cl ethyl 2-(9H-carbazol-4-yloxy)-4-(4-((2-(4-chlorophenyl)-4,4-dimethylcyclohex-1-enyl)methyl)piperazin-1-yl)benzoate